1,4-dioxane hydrogen chloride Cl.O1CCOCC1